(R)-4-((1-cyclopropylpiperidin-4-yl)amino)-N-(1-(2-methyl-3-(trifluoromethyl)phenyl)ethyl)-6-oxo-1-(tetrahydro-2H-pyran-4-yl)-1,6-dihydropyridine-3-carboxamide C1(CC1)N1CCC(CC1)NC=1C(=CN(C(C1)=O)C1CCOCC1)C(=O)N[C@H](C)C1=C(C(=CC=C1)C(F)(F)F)C